N-({4-[4-(oxetan-3-yl)piperazine-1-carbonyl]phenyl}methylene)hydroxylamine O1CC(C1)N1CCN(CC1)C(=O)C1=CC=C(C=C1)C=NO